C(C)(C)C1=NN(C(C=2N1C1=C(C2)SC(=C1)C)=O)CC(=O)N[C@H]1CN(CCC1)C (R)-2-(5-Isopropyl-2-methyl-8-oxothieno[2',3':4,5]pyrrolo[1,2-d][1,2,4]triazin-7(8H)-yl)-N-(1-methylpiperidin-3-yl)acetamide